F[C@@H]1[C@H]2CCC[C@@H](C[C@@H]1N(C=1N=CC(=NC1)C1=C(C=C(C=C1)C=1C=NNC1)O)C)N2 2-(5-(((1R,2R,3S,5S)-2-fluoro-9-azabicyclo[3.3.1]nonan-3-yl)(methyl)amino)pyrazin-2-yl)-5-(1H-pyrazol-4-yl)phenol